C[N+]1=CC(C2=CC=CC=C12)(C)C 1,3,3-trimethylindol-1-ium